7-(5-(4-fluoro-2-(4-isopropylpyrimidin-5-yl)phenoxy)pyrimidin-4-yl)-2,7-diazaspiro[4.4]nonane-2-carboxylic acid tert-butyl ester C(C)(C)(C)OC(=O)N1CC2(CC1)CN(CC2)C2=NC=NC=C2OC2=C(C=C(C=C2)F)C=2C(=NC=NC2)C(C)C